1-((4-(3-amino-4-methyl-1H-indazol-5-yl)-3-methylphenyl)sulfonyl)azetidin-3-ol NC1=NNC2=CC=C(C(=C12)C)C1=C(C=C(C=C1)S(=O)(=O)N1CC(C1)O)C